3-(2-(4-(((1H-benzo[d]imidazol-6-yl)methyl)(3-methoxybenzyl)amino)phenoxy)ethoxy)-N,N-dimethylaniline N1C=NC2=C1C=C(C=C2)CN(C2=CC=C(OCCOC=1C=C(N(C)C)C=CC1)C=C2)CC2=CC(=CC=C2)OC